Br[Si]1(CC[SiH](CC1)C)Br 1,1-dibromo-4-methyl-1,4-disilacyclohexane